FC=1C(=CC(=NC1)OC)C1=CC(=NN1)C(=O)N1C2(CC2)C[C@H](CC1)C(=O)N[C@@H]1CN([C@H](CC1)C(F)(F)F)C (S)-4-(5-(5-fluoro-2-methoxypyridin-4-yl)-1H-pyrazole-3-carbonyl)-N-((3S,6R)-1-methyl-6-(trifluoromethyl)piperidin-3-yl)-4-azaspiro[2.5]octane-7-carboxamide